NC1=C(C(=O)O)C=C(C=N1)C=1C=C2COC3(CCN(CC3)C3CCOCC3)C2=CC1 2-amino-5-(1'-(tetrahydro-2H-pyran-4-yl)-3H-spiro[isobenzofuran-1,4'-piperidin]-5-yl)nicotinic acid